CC=1C=C2C=C(NC2=CC1C(=O)OC)C1=CC=CC=C1 Methyl 5-methyl-2-phenyl-1H-indole-6-carboxylate